C(C1=CC=CC=C1)N1CC2(C1)NC(OC2)=O 2-benzyl-7-oxa-2,5-diazaspiro[3.4]octane-6-one